2-(3,8-diazabicyclo[3.2.1]oct-8-yl)-N-((S)-chroman-4-yl)benzo[d]thiazole-6-carboxamide C12CNCC(CC1)N2C=2SC1=C(N2)C=CC(=C1)C(=O)N[C@H]1CCOC2=CC=CC=C12